methoxy-2-methylquinoline COC=1C(=NC2=CC=CC=C2C1)C